FC1=C(C(=O)N[C@H](C(=O)OC)CC2=C3C=CC=NC3=C(C=C2)N2C(N(C3=C(C2=O)C=NC=C3)C)=O)C(=CC(=C1)N1[C@H](COCC1)C(F)(F)F)C Methyl (S)-2-(2-fluoro-6-methyl-4-((R)-3-(trifluoromethyl)morpholino)benzamido)-3-(8-(1-methyl-2,4-dioxo-1,4-dihydropyrido[4,3-d]pyrimidin-3(2H)-yl)quinolin-5-yl)propanoate